[Si](C)(C)(C(C)(C)C)OC1CC(N(C1)C([C@H](C(C)C)C1=CC(=NO1)O)=O)C(=O)N[C@@H](CN1CCOCC1)C1=CC=C(C=C1)C1=C(N=CS1)C 4-((tert-butyldimethylsilyl)oxy)-1-((R)-2-(3-hydroxyisoxazol-5-yl)-3-methylbutanoyl)-N-((R)-1-(4-(4-methylthiazol-5-yl)phenyl)-2-morpholinoethyl)pyrrolidine-2-carboxamide